C12=NC=3NC=CC3C=C2NC(C(O1)([2H])[2H])([2H])[2H] (11,11,12,12-2H4)-13-oxa-2,4,10-triazatricyclo[7.4.0.0^[3,7]]trideca-1,3(7),5,8-tetraen